ClC=1C(=NC(=NC1)NC=1C(=CC(=C(C1)NC(C=C)=O)N(C)CCN(C)C)OC)NC1=C(C(=C(C=C1)C)C)NS(=O)(=O)C N-(5-((5-chloro-4-((3,4-dimethyl-2-(methylsulfonamido)phenyl)amino)pyrimidin-2-yl)amino)-2-((2-(dimethylamino)ethyl)(methyl)amino)-4-methoxyphenyl)acrylamide